[Cl-].C(=O)(O)CCCCCCC(=O)OC(C(=O)OC1CC2CCC(C1)[N+]21CCCC1)(C1=CC=CC=C1)C1=CC=CC=C1 3-(2-((7-carboxyheptanoyl)oxy)-2,2-diphenylacetoxy)spiro[bicyclo[3.2.1]octane-8,1'-pyrrolidin]-8-ium chloride